COC(=O)C1=NC=C(C(=C1Cl)CC(=O)OC)Cl 3,5-dichloro-4-(2-methoxy-2-oxo-ethyl)pyridine-2-carboxylic acid methyl ester